(Cyclopropylmethoxy)-5,6,7,8-tetrahydropyrido[3,4-d]pyrimidine C1(CC1)COC=1N=CC2=C(N1)CNCC2